tert-butyl N-[4-[[4-[2-(2,6-dioxo-3-piperidyl)-1,3-dioxo-isoindolin-5-yl]piperazin-1-yl]methyl]cyclohexyl]carbamate O=C1NC(CCC1N1C(C2=CC=C(C=C2C1=O)N1CCN(CC1)CC1CCC(CC1)NC(OC(C)(C)C)=O)=O)=O